C(CCCC)C1CCCC2=C(NC3=C(C=CC=C23)C(=O)O)C1 7-pentyl-5H,6H,7H,8H,9H,10H-cyclohepta[b]indole-4-carboxylic acid